[N+](=O)([O-])C1=C(COC(=O)N2C=NC=C2)C=CC=C1 N-(2-nitrobenzoxycarbonyl)imidazole